C(C)N1CCN(CC1)C=1C=C(C=CC1)NC1=NC=C(C(=N1)N1C=C(C2=CC(=CC=C12)O)C(=O)N)F 1-{2-[3-(4-Ethyl-piperazin-1-yl)-phenylamino]-5-fluoro-pyrimidin-4-yl}-5-hydroxy-1H-indole-3-carboxylic acid amide